OC[C@H](C1=CC=CC=C1)NC1=NC(=NC=C1C1=NC(=NO1)C1=NC=CC=C1)NC1=CC=C2C(=N1)N(N(C2=O)CCC)C(C)C (S)-6-((4-((2-hydroxy-1-phenylethyl)amino)-5-(3-(pyridin-2-yl)-1,2,4-oxadiazol-5-yl)pyrimidin-2-yl)amino)-1-isopropyl-2-propyl-1,2-dihydro-3H-pyrazolo[3,4-b]pyridin-3-one